(2s,5s)-1-hydroxy-2,5-diphenylphospholane-1-oxide OP1([C@@H](CC[C@H]1C1=CC=CC=C1)C1=CC=CC=C1)=O